O.C(C)(C)(C)OC(CC[C@@H](NC(=O)OCC1C2=CC=CC=C2C=2C=CC=CC12)C(=O)O)=O N-((9H-fluoren-9-ylmethoxy)carbonyl)-D-glutamic acid-5-tert-butyl ester hydrate